sodium perfluoro (octanoate) C(CCCCCCC)(=O)OF.[Na]